2-(4-(phenylcarbamoyl)piperidin-1-yl)benzo[d]thiazole-6-carboxylic acid C1(=CC=CC=C1)NC(=O)C1CCN(CC1)C=1SC2=C(N1)C=CC(=C2)C(=O)O